ClC1=C(C(=O)N2CCC(CC2)C2CCN(CC2)C2=C(C=C(NC3C(NC(CC3)=O)=O)C=C2)F)C(=CC(=C1)C1=CN(C(C(=C1C)C)=O)C)OC 3-[4-[4-[1-[2-chloro-6-methoxy-4-(1,4,5-trimethyl-6-oxo-3-pyridyl)benzoyl]-4-piperidyl]-1-piperidyl]-3-fluoro-anilino]piperidine-2,6-dione